(3S,4aS,8aS)-N-tert-Butyl-2-[2(R)-hydroxy-3(R)-(3-hydroxy-2-methylbenzamido)-4-(phenylsulfanyl)butyl]perhydroisoquinoline-3-carboxamide methanesulfonate CS(=O)(=O)O.C(C)(C)(C)NC(=O)[C@H]1N(C[C@H]2CCCC[C@H]2C1)C[C@H]([C@H](CSC1=CC=CC=C1)NC(C1=C(C(=CC=C1)O)C)=O)O